1-(4-(6-((4-(6-(2-methoxypyrimidin-5-yl)imidazo[1,2-a]pyridin-3-yl)pyrimidin-2-yl)amino)pyridin-3-yl)piperazin-1-yl)ethan-1-one COC1=NC=C(C=N1)C=1C=CC=2N(C1)C(=CN2)C2=NC(=NC=C2)NC2=CC=C(C=N2)N2CCN(CC2)C(C)=O